C1CCN2C3=C(C(=C12)C(=O)N1CC2(CC1)C(CN(CC2)C(=O)OC(C)(C)C)(F)F)C=CC=C3 tert-butyl 2-({1H,2H,3H-benzo[b]pyrrolizin-9-yl} carbonyl)-6,6-difluoro-2,8-diazaspiro[4.5]decane-8-carboxylate